NCCCCC(=O)OCC(=O)[C@]1(CC[C@H]2[C@@H]3CCC4=CC(C=C[C@@]4([C@H]3[C@H](C[C@]12C)O)C)=O)O 2-((8S,9S,10R,11S,13S,14S,17R)-11,17-dihydroxy-10,13-dimethyl-3-oxo-6,7,8,9,10,11,12,13,14,15,16,17-dodecahydro-3H-cyclopenta[a]phenanthren-17-yl)-2-oxoethyl 5-aminopentanoate